2-methoxy-4-methylsulfonylamino-1,1'-biphenyl COC1=C(C=CC(=C1)NS(=O)(=O)C)C1=CC=CC=C1